[2H]C([C@H]1OC(OC1)(C)C)([2H])N1N=C(C=C1)N [1,1-dideuterio-1-((R)-2,2-dimethyl-1,3-dioxolan-4-yl)methyl]-1H-pyrazol-3-amine